CCCCCCCCCCCCCCCC(=O)O[C@H]1CC[C@@]2([C@H]3CC[C@]4([C@H]([C@@H]3CC=C2C1)CC[C@@H]4[C@H](C)CCCC(C)C)C)C cholesteryl palmitate